C(C=1C(C(=O)OCCCCCCCC(=C)C)=CC=CC1)(=O)OCCCCCCCC(=C)C di(8-methyl-8-nonenyl) phthalate